COC=1C=C(C=C(C1)OC)N(C(=O)C=1N=C(SC1)C#C)[C@@H]1CN(C(CC1)=O)CC(F)(F)F (S)-N-(3,5-Dimethoxyphenyl)-2-ethynyl-N-(6-oxo-1-(2,2,2-trifluoroethyl)piperidin-3-yl)thiazole-4-carboxamide